NC[C@@H]1CN(CCC1)C1=NC=CC(=N1)NC1=NNC(=C1)C1CCCC1 2-[(3R)-3-(aminomethyl)-1-piperidinyl]-N-(5-cyclopentyl-1H-pyrazol-3-yl)pyrimidin-4-amine